FC(OC1=CC2=C(N=C(S2)NC(=O)C2C3CC4CC(CC2C4)C3)C=C1)F N-[6-(difluoromethoxy)-1,3-benzothiazol-2-yl]adamantane-2-carboxamide